COC1=C(C(=CC=C1)OC)C1=C(C=CC=C1)P(C1=C(C(=CC(=C1)O)C1=C(C(=C(C(=C1F)F)F)F)F)O)C1=CC=CC=C1 3-((2',6'-dimethoxy-[1,1'-biphenyl]-2-yl)(phenyl)phosphino)-2',3',4',5',6'-pentafluoro-[1,1'-biphenyl]-2,5-diol